chlorodimethyl-(3,3,4,4,5,5,6,6,7,7,8,8,8-tridecafluoron-octyl)silane Cl[Si](CCC(C(C(C(C(C(F)(F)F)(F)F)(F)F)(F)F)(F)F)(F)F)(C)C